2-(2,5-dimethoxy-3,4-dimethylphenyl)-N-[(2-methoxyphenyl)methyl]ethanamine COC1=C(C=C(C(=C1C)C)OC)CCNCC1=C(C=CC=C1)OC